3-fluoro-azidopropane FCCCN=[N+]=[N-]